4-iodo-2-(2-methoxyethoxy)pyrimidine IC1=NC(=NC=C1)OCCOC